ClC(=O)N(CC(=O)OCC)C ethyl N-(chlorocarbonyl)-N-methylglycinate